1,7-distearyl-diethylenetriamine C(CCCCCCCCCCCCCCCCC)NCCNCCNCCCCCCCCCCCCCCCCCC